BrCCC(=O)N(CCCCCC)CCCCCC(=O)OCC(CCCCCCCC)CCCCCC 2-Hexyldecyl 6-(3-bromo-N-hexylpropanamido)hexanoate